CN1N=CC(=C1)C1=NC(=CC(=N1)N1CCC(CC1)(S(=O)(=O)C)CO)C1=CC=C(C=C1)C(F)(F)F (1-(2-(1-methyl-1H-pyrazol-4-yl)-6-(4-(trifluoromethyl)phenyl)pyrimidin-4-yl)-4-(methylsulfonyl)piperidin-4-yl)methanol